NC1=C(C=C(C=C1)Br)NC1CN(CCCC1)C(=O)OC(C)(C)C tert-butyl 3-((2-amino-5-bromophenyl)amino)azepane-1-carboxylate